(R)-8-(4-chloro-2-fluorophenyl)-6-(2-(1-cyclopropyl-1H-pyrazol-4-yl)morpholino)-2,3-dimethylpyrimido[5,4-d]pyrimidin-4(3H)-one ClC1=CC(=C(C=C1)C1=NC(=NC2=C1N=C(N(C2=O)C)C)N2C[C@H](OCC2)C=2C=NN(C2)C2CC2)F